C1(=CC=CC2=CC=CC=C12)C(CCC)[NH3+] alpha-naphthylbutyl-ammonium